(2S,4S)-fluoroproline C1CC(N(C1)F)C(=O)O